C(C)(C)(C)OC(=O)NCC(=O)NC1=C(C2=C(S1)CC(C2)C(=O)OCC)C(C2=C(C=CC=C2F)F)=O ethyl 2-[[2-(tert-butoxycarbonylamino)acetyl]amino]-3-(2,6-difluorobenzoyl)-5,6-dihydro-4H-cyclopenta[b]thiophene-5-carboxylate